8,8'-(((2R)-2-hydroxycyclopent-yl)azanediyl)bis-(N,N-didecyloctan-amide) O[C@H]1C(CCC1)N(CCCCCCCC(=O)N(CCCCCCCCCC)CCCCCCCCCC)CCCCCCCC(=O)N(CCCCCCCCCC)CCCCCCCCCC